FC(C1=C(C=CC=C1)NC=1N=C2C(=NC1NC1=C(C=CC=C1)C(F)(F)F)N(C(=N2)C(F)(F)F)C)(F)F N5,N6-bis(2-(trifluoromethyl)phenyl)-1-methyl-2-(trifluoromethyl)-imidazo[4,5-b]pyrazine-5,6-diamine